BrC1=CC=C(C=C1)N1C(NC2(C1)CCOCC2)=O 3-(4-bromophenyl)-8-oxa-1,3-diazaspiro[4.5]decan-2-one